4-methyl-pyrimidin-2-amine, fumarate salt C(\C=C\C(=O)O)(=O)O.CC1=NC(=NC=C1)N